2-hexyldecyl (4-nitrophenyl) carbonate C(OCC(CCCCCCCC)CCCCCC)(OC1=CC=C(C=C1)[N+](=O)[O-])=O